4-((3,4-dichlorophenyl)(3-methoxypiperidin-1-yl)methyl)piperidine ClC=1C=C(C=CC1Cl)C(C1CCNCC1)N1CC(CCC1)OC